p-pentoxyterphenyl C(CCCC)OC1=CC=C(C=C1)C=1C(=CC=CC1)C1=CC=CC=C1